COC1=C(C=CC=C1)C1=NNC(=C1)C1=CC=C(C=C1)CCN1CCN(CC1)C(=O)OC(C)(C)C tert-butyl 4-[[4-[3-(2-methoxyphenyl)-1H-pyrazol-5-yl]phenyl]ethyl]piperazine-1-carboxylate